COC1=CN=C(S1)CC(=O)NC1=NNC(=C1)[C@@H]1C[C@@H](CC1)N(C([O-])=O)[C@H](COC)C (1R,3S)-3-(3-{[(5-methoxy-1,3-thiazol-2-yl)acetyl]amino}-1H-pyrazol-5-yl)cyclopentyl[(2S)-1-methoxypropan-2-yl]carbamate